N1N=CC2=CC=C(C=C12)C1=NC(=NC(=N1)NCCC1=NC(=CC=C1)C)N 6-(1H-indazol-6-yl)-N2-[2-(6-methyl-2-pyridinyl)ethyl]-1,3,5-triazine-2,4-diamine